1-[2-(2,6-dioxopiperidin-3-yl)-1,3-dioxoisoindol-4-yl]piperidine-4-carboxylic acid O=C1NC(CCC1N1C(C2=CC=CC(=C2C1=O)N1CCC(CC1)C(=O)O)=O)=O